3-methylcyclobutane-1-amine CC1CC(C1)N